N-(6-chloropyridin-3-yl)-4-methyl-1H-pyrrolo[2,3-c]pyridin-7-amine ClC1=CC=C(C=N1)NC=1N=CC(=C2C1NC=C2)C